FC(C1=C(C=NN1)C1=CC=C2C(N(C=NC2=C1)[C@H](C)C=1C=C(C(=O)NC)C=C(C1)F)=O)F (R)-3-(1-(7-(5-(Difluoromethyl)-1H-pyrazol-4-yl)-4-oxoquinazolin-3(4H)-yl)ethyl)-5-fluoro-N-methylbenzamide